C(C)(C)(C)OC(=O)N1CCN(CCC1)C(C=CC)=O 4-but-2-enoyl-1,4-diazepan-1-carboxylic acid tert-butyl ester